O=C(C(=O)[O-])CCCCN oxo-6-aminohexanoate